ClC(CC)[Si](OC)(OC)OC α-chloropropyltrimethoxysilane